2-(ethylsulphonimidoyl)-7H-purin-8-one C(C)S(=O)(=N)C1=NC=C2NC(NC2=N1)=O